FC=1C=C(C=CC1)NS(=O)(=O)C=1C=C(C(=O)NC2=CC(=CC=C2)[N+](=O)[O-])C=CC1 3-(N-(3-fluorophenyl)sulfamoyl)-N-(3-nitrophenyl)benzamide